FC1=CC=C(C=C1)CCNC(=O)C12CC3(CC(CC(C1)C3)C2)C2=CC=C(C=C2)Cl 3-(4-Chloro-phenyl)-adamantane-1-carboxylic acid [2-(4-fluoro-phenyl)-ethyl]-amide